tert-butyl-4-chloro-10-(1-(((1s,4s)-4-(hydroxymethyl)cyclohexyl)methyl)piperidin-4-yl)-7,7-dimethylindolo[1,2-a]quinazolin-5(7H)-one C(C)(C)(C)C1=CC=C(C=2C(N=C3N(C12)C1=CC(=CC=C1C3(C)C)C3CCN(CC3)CC3CCC(CC3)CO)=O)Cl